N4-cyclopropyl-N2-(1-isopropyl-1H-indazol-4-yl)-5-(trifluoromethyl)pyrimidine-2,4-diamine C1(CC1)NC1=NC(=NC=C1C(F)(F)F)NC1=C2C=NN(C2=CC=C1)C(C)C